3,3'-Dihydroxy-7',8'-didehydro-β,β-caroten-4-one OC1CC(C)(C)C(=C(C1=O)C)\C=C\C(\C)=C\C=C\C(\C)=C\C=C\C=C(/C)\C=C\C=C(/C)\C#CC1=C(C)CC(CC1(C)C)O